N(CC(=O)O)CC(=O)O.OCCC[Na] hydroxypropyl-Sodium iminodiacetate